2-bromo-7-(9,9-dimethylfluoren-2-yl)-9,9-dimethylfluorene BrC1=CC=2C(C3=CC(=CC=C3C2C=C1)C1=CC=2C(C3=CC=CC=C3C2C=C1)(C)C)(C)C